1,3-propylene glycol dimethacrylate C(C(=C)C)(=O)OCCCOC(C(=C)C)=O